6-((1,4-dioxan-2-yl)methoxy)-3-methyl-2-(4-propylphenethyl)pyridin-4-ol O1C(COCC1)COC1=CC(=C(C(=N1)CCC1=CC=C(C=C1)CCC)C)O